CNCC1=CC=C(C=C1)NC1=NC2=CC(=CC=C2C=N1)C=1C=NNC1 N-(4-((methylamino)methyl)phenyl)-7-(1H-pyrazol-4-yl)quinazolin-2-amine